(dimethylamino)-2-phenylbutanol CN(C)C(C(CC)C1=CC=CC=C1)O